C(CCC)C=1C(=NC=CC1NC(CC1=C(C=C(C(=C1)OC)C1(CC1)C)F)=O)C(=O)N Butyl-4-[[2-[2-fluoro-5-methoxy-4-(1-methylcyclopropyl)phenyl]acetyl]amino]pyridine-2-carboxamide